C(C)(=O)NC=1C(=CC(=C(C1)C1=C(C=C(C=C1)F)F)C(F)(F)F)C(=O)OC methyl 5-acetamido-2',4'-difluoro-2-(trifluoromethyl)-[1,1'-biphenyl]-4-carboxylate